C(=O)C1CC(C1)C(=O)OC(C)(C)C tert-butyl 3-formylcyclobutanecarboxylate